C(C)(C)(C)OC(=O)N1CC2=CC=CC(=C2C(C1)=O)Br 5-bromo-4-oxo-3,4-dihydroisoquinoline-2(1H)-carboxylic acid tert-butyl ester